(R)-2-amino-5-(4-(2-(3,5-difluorophenyl)-2-hydroxyacetamido)phenyl)-N-isopropylnicotinamide NC1=C(C(=O)NC(C)C)C=C(C=N1)C1=CC=C(C=C1)NC([C@H](O)C1=CC(=CC(=C1)F)F)=O